BrC=1C(=NC(=CC1)Br)C(=O)O 3,6-dibromopicolinic acid